(R)-3-Fluoro-5-(2-hydroxypropan-2-yl)-N'-((2-(2,2,2-trifluoroethyl)-6,7-dihydro-5H-cyclopenta[b]pyridin-4-yl)carbamoyl)thiophene-2-sulfonimidamide FC1=C(SC(=C1)C(C)(C)O)[S@@](=O)(N)=NC(NC1=C2C(=NC(=C1)CC(F)(F)F)CCC2)=O